O=C1NC(CCC1N1C(C2=CC=CC(=C2C1=O)NCCCCNC(C1=CC(=CC=C1)C)=O)=O)=O N-(4-((2-(2,6-dioxopiperidin-3-yl)-1,3-dioxoisoindolin-4-yl)amino)butyl)-3-methylbenzamide